diethoxy(ethyl)(methoxymethyl)silane C(C)O[Si](COC)(CC)OCC